C1(CC1)[C@H](C1=CC2=C(NC(=N2)[C@@H](NC(=O)C2=NON=C2C)[C@H]2CC(CCC2)(F)F)C=C1)NC(CCC(F)(F)F)=O N-((S)-(5-((R)-Cyclopropyl(4,4,4-trifluorobutanamido)methyl)-1H-benzo[d]imidazol-2-yl)((R)-3,3-difluorocyclohexyl)methyl)-4-methyl-1,2,5-oxadiazole-3-carboxamide